tridecyl octanoate (tridecyl octanoate) C(CCCCCCCCCCCC)C(C(=O)O)CCCCCC.C(CCCCCCC)(=O)OCCCCCCCCCCCCC